(2s,3s)-3-methylhex-5-en-2-ol C[C@H]([C@H](C)O)CC=C